4-bromo-6-methoxy-2-methylisoindoline BrC1=C2CN(CC2=CC(=C1)OC)C